FC1=C(C=CC(=C1F)P(=O)(O)O)[C@H](C(=O)N[C@@H]1B(OC2=C(C1)C=CC=C2C(=O)O)O)NC(=O)N2C(N(CC2)S(=O)(=O)C)=O (R)-3-((R)-2-(2,3-difluoro-4-phosphonophenyl)-2-(3-(methylsulfonyl)-2-oxoimidazolidine-1-carboxamido)acetamido)-2-hydroxy-3,4-dihydro-2H-benzo[e][1,2]oxaborinine-8-carboxylic acid